1-((benzo[d]thiazol-2-ylamino)(pyrimidin-5-yl)methyl)naphthalen-2-ol S1C(=NC2=C1C=CC=C2)NC(C2=C(C=CC1=CC=CC=C21)O)C=2C=NC=NC2